COC=1C=C(C=CC1OC)C1=CC2=NC=C(C=C2N1C)C1=CC=C(C=C1)N1CCN(CC1)C(C)C (3,4-Dimethoxyphenyl)-6-(4-(4-Isopropylpiperazin-1-yl)phenyl)-1-methyl-1H-pyrrolo[3,2-b]pyridine